O[C@@H]1C[C@@H](CC[C@H]1C)NC1=NC(=NC=C1C(=O)N)NC1(CC1)C 4-((R,3R,4R)-3-Hydroxy-4-methylcyclohexylamino)-2-(1-methylcyclopropylamino)pyrimidine-5-carboxamide